1,1'-Bi-1H-imidazole N1(C=NC=C1)N1C=NC=C1